FC1=CC=C(C=C1)N1C([C@@H]([C@H]1C1=CC=C(C=C1)O)CC[C@H](O)C1=CC=C(C=C1)F)=O 1-(4-fluorophenyl)-3(R)-[3-(4-fluorophenyl)-3(S)-hydroxypropyl]-4(S)-(4-hydroxyphenyl)-2-azetidinone